3-carbamoyl-4-phenyl-piperidine-1-carboxylate C(N)(=O)C1CN(CCC1C1=CC=CC=C1)C(=O)[O-]